6-benzofuranone O1CC=C2C1=CC(C=C2)=O